4-((3-(4-(((3S,4R)-3-fluoro-1-methylpiperidin-4-yl)amino)-1-(2,2,2-trifluoroethyl)-1H-indol-2-yl)prop-2-yn-1-yl)amino)-3-methoxybenzenesulfonamide F[C@H]1CN(CC[C@H]1NC1=C2C=C(N(C2=CC=C1)CC(F)(F)F)C#CCNC1=C(C=C(C=C1)S(=O)(=O)N)OC)C